NC1=CC=C(C=C1)N[C@H]1CN(CC1)C(=O)OC(C)(C)C tert-butyl (R)-3-((4-aminophenyl)amino)pyrrolidine-1-carboxylate